C(#C)C=1C=CC=C2C=C(C=C(C12)C1=CC=C2C(=NC(=NC2=C1F)OCC12CCCN2CCC1)N1C[C@@H](N(CC1)C(C(=C)F)=O)CC#N)O (S)-2-(4-(7-(8-ethynyl-3-hydroxynaphth-1-yl)-8-fluoro-2-((tetrahydro-1H-pyrrolizin-7a(5H)-yl)methoxy)quinazolin-4-yl)-1-(2-fluoroacryloyl)piperazin-2-yl)acetonitrile